2-amino-7-fluorobenzo[b]thiophene NC1=CC2=C(S1)C(=CC=C2)F